COC1=CC2=C(C3=C(CCN(CC3)C)[Se]2)C=C1 8-Methoxy-3-methyl-2,3,4,5-tetrahydro-1H-benzo[4,5]selenopheno[2,3-d]azepine